2-(4-(4-fluoro-3-isopropyl-2-(8-methyl-[1,2,4]triazolo[1,5-a]pyridin-6-yl)-1H-pyrrolo[2,3-c]pyridin-5-yl)piperidin-1-yl)-N-methylacetamide FC1=C2C(=CN=C1C1CCN(CC1)CC(=O)NC)NC(=C2C(C)C)C=2C=C(C=1N(C2)N=CN1)C